6-(bis(4-(pentyloxy)phenyl)amino)-1-ethyl-2-methylquinoline C(CCCC)OC1=CC=C(C=C1)N(C=1C=C2C=CC(N(C2=CC1)CC)C)C1=CC=C(C=C1)OCCCCC